(4-hydroxy-piperidin-1-yl)(piperazin-1-yl)methanone OC1CCN(CC1)C(=O)N1CCNCC1